stearyl-10-hydroxydecanoic acid C(CCCCCCCCCCCCCCCCC)C(C(=O)O)CCCCCCCCO